1,3-dimethyl-3,4,5,6-tetrahydro-2(1H)-pyrimidinone tert-butyl-(R)-4-(6-bromopyridin-2-yl)-2-methylpiperazine-1-carboxylate C(C)(C)(C)OC(=O)N1[C@@H](CN(CC1)C1=NC(=CC=C1)Br)C.CN1C(N(CCC1)C)=O